N1=C(N=CC=C1)CC1=CC=C(C=C1)NC(OCC1=CC=C(C=C1)Cl)=O 4-chlorobenzyl (4-(pyrimidin-2-ylmethyl)phenyl)carbamate